2-(1-((tert-butyldimethylsilyl)oxy)cyclopropyl)-3-chloropyridine [Si](C)(C)(C(C)(C)C)OC1(CC1)C1=NC=CC=C1Cl